(7-((2S,5R)-2,5-dimethyl-4-(1-(quinoxalin-6-yl)ethyl)piperazin-1-yl)-5-oxo-4,5-dihydro-2H-pyrazolo[4,3-b]pyridin-2-yl)acetonitrile C[C@@H]1N(C[C@H](N(C1)C(C)C=1C=C2N=CC=NC2=CC1)C)C=1C=2C(NC(C1)=O)=CN(N2)CC#N